OCCOC1=C(C=C(C=C1C)C1=NC2=CC=CC(=C2C(N1)=O)OC)C 2-(4-(2-hydroxyethoxy)-3,5-dimethylphenyl)-5-methoxyquinazolin-4(3H)-one